N1[C@@H](CCC1)C(=O)O.C(CCC)P(CCCC)(CCCC)CCCC tetrabutyl-phosphine proline salt